C(C1=CC=CC=C1)OC(C1=CC=C(C=C1)[C@H](C(NC1=CC=2C(=CN=CC2)S1)=O)CN)=O (S)-4-(3-amino-1-oxo-1-(thieno[2,3-c]pyridin-2-ylamino)propan-2-yl)benzoic acid benzyl ester